benzyl (3R,5S)-3-((5-(1,3,4-thiadiazol-2-yl)-1-((2-(trimethylsilyl) ethoxy)methyl)-1H-pyrrolo[2,3-b]pyridin-4-yl)amino)-5-methylpiperidine-1-carboxylate S1C(=NN=C1)C=1C(=C2C(=NC1)N(C=C2)COCC[Si](C)(C)C)N[C@H]2CN(C[C@H](C2)C)C(=O)OCC2=CC=CC=C2